C(N)(=N)C=1C=C(SC1)CNC(=O)[C@H]1N([C@H]2C[C@]2(C1)CO)C(CNC(C1=CC=C(C=C1)OC1=CC=CC=C1)=O)=O (1S,3S,5R)-N-((4-carbamimidoylthiophen-2-yl)methyl)-5-(hydroxymethyl)-2-((4-phenoxybenzoyl)glycyl)-2-azabicyclo[3.1.0]hexane-3-carboxamide